CC1=C(N=C(O1)C1=CC=C(C=C1)N1CCOCC1)CN1CCC2(CC1)OCC1=CC=CC=C12 1'-((5-methyl-2-(4-morpholinophenyl)oxazol-4-yl)methyl)-3H-spiro[isobenzofuran-1,4'-piperidine]